(6-methyl-3-(2H-1,2,3-triazol-2-yl)pyridin-2-yl)((1S,4R,6R)-6-((5-methylpyrimidin-2-yl)oxy)-2-azabicyclo[2.2.1]hept-2-yl)methanone CC1=CC=C(C(=N1)C(=O)N1[C@@H]2[C@@H](C[C@H](C1)C2)OC2=NC=C(C=N2)C)N2N=CC=N2